N-((1-(2-hydroxyethyl)-4-(4-(trifluoromethyl)phenyl)-1,2,3,4-tetrahydroquinoxalin-2-yl)methyl)acetamide OCCN1C(CN(C2=CC=CC=C12)C1=CC=C(C=C1)C(F)(F)F)CNC(C)=O